C(C)(C)(C)OC(=O)N1CC(CC(C1)=O)CC(=O)OC(C)(C)C 3-(2-(tert-butoxy)-2-oxoethyl)-5-oxopiperidine-1-carboxylic acid tert-butyl ester